FC=1C=C(C=CC1F)CNC(C1=CC=C(S1)C1=C(C(=NC(=C1C(N)=O)CC(C)C)CCC1=CC=C(C=C1)F)C=1OC(=NN1)C(C)C)=O N-(3,4-difluorophenyl)methyl-5-{5-carbamoyl-2-[2-(p-fluorophenyl)ethyl]-6-isobutyl-3-(5-isopropyl-1,3,4-oxadiazol-2-yl)-4-pyridyl}-2-thenamide